P(O)(O)(O)=O.ClC=1C=C(C=C2CC[C@@H](CC12)N)F (S)-8-chloro-6-fluoro-1,2,3,4-tetrahydronaphthalen-2-amine phosphoric acid salt